bis[4-(9H-phenoxazin-10-yl)phenyl]-4,6-diphenyl-1,3,5-triazine C1=CC=CC=2OC=3C=CCCC3N(C12)C1=CC=C(C=C1)C1N(C(=NC(=N1)C1=CC=CC=C1)C1=CC=CC=C1)C1=CC=C(C=C1)N1C=2CCC=CC2OC=2C=CC=CC12